C(C)(=O)N1CCN(CC1)CC=1C=C2C(C=COC2=CC1)=O C-(4-Acetylpiperazin-1-yl)-6-methyl-chromen-4-one